C(C1=CC=CC=C1)OCCOCCCCCCO 6-(2-(benzyloxy)ethoxy)hexan-1-ol